[Cr].[Zn] Zinc-chromium